1-(4-bromopyridin-2-yl) ethylene Methyl 4-(4,6-dichloronicotinamido)benzoate ClC1=CC(=NC=C1C(=O)NC1=CC=C(C(=O)OC)C=C1)Cl.BrC1=CC(=NC=C1)C=C